N-[2-amino-5-(4-fluorophenyl)phenyl]-5-(N-ethyl-S-methyl-sulfonimidoyl)benzofuran-2-carboxamide NC1=C(C=C(C=C1)C1=CC=C(C=C1)F)NC(=O)C=1OC2=C(C1)C=C(C=C2)S(=O)(=NCC)C